NC(C)(C)C1C(NC(C1)=O)=O 3-(2-aminopropan-2-yl)pyrrolidine-2,5-dione